p-toluenesultone CC12CC=C(C=C1)OS2(=O)=O